3,3-dicyclopropyl-N-[4-(3,5-dimethyl-1H-pyrazol-4-yl)phenyl]-2-[5-(5-methylisoxazol-4-yl)-4H-1,2,4-triazol-3-yl]propanamide C1(CC1)C(C(C(=O)NC1=CC=C(C=C1)C=1C(=NNC1C)C)C1=NN=C(N1)C=1C=NOC1C)C1CC1